3-(4-methoxyphenyl)guanidine COC1=CC=C(C=C1)NC(N)=N